3-hydroxy-4-methyl-N-({1-[2-(1-methylpiperidin-2-yl)acetamido]-2,3-dihydro-1H-inden-5-yl}methyl)benzamide OC=1C=C(C(=O)NCC=2C=C3CCC(C3=CC2)NC(CC2N(CCCC2)C)=O)C=CC1C